(2,5-diethylthiophen-3-yl)-1-[(1-methyl-1H-pyrazol-4-yl)(oxan-4-yl)sulfamoyl]urea C(C)C=1SC(=CC1N(C(=O)N)S(N(C1CCOCC1)C=1C=NN(C1)C)(=O)=O)CC